2-(3-(3'-(difluoromethoxy)-5'-fluoro-3-(3-(trifluoromethyl)benzenesulfonylamino)biphenyl-4-yl)-1H-pyrazol-1-yl)acetic acid FC(OC=1C=C(C=C(C1)F)C1=CC(=C(C=C1)C1=NN(C=C1)CC(=O)O)NS(=O)(=O)C1=CC(=CC=C1)C(F)(F)F)F